N-(3-Chloro-4-fluorophenyl)-3-methyl-6,7,10,11-tetrahydro-5H-pyrido[4',3':3,4]-pyrazolo[1,5-a][1,2,4]triazolo[3,4-c][1,4]diazepine-12(13H)-carboxamide ClC=1C=C(C=CC1F)NC(=O)N1CC=2C(=NN3C2C=2N(CCC3)C(=NN2)C)CC1